[C@H]12[C@@H](C[C@H](CC1)C2)NC(CN2C(C(=CC=C2)NC([C@H](CC/C=C/C(=O)OC)NC(=O)C2=C(N=NS2)C)=O)=O)=O (S,E)-methyl 7-(1-(2-((1S,2R,4R)-bicyclo[2.2.1]heptan-2-ylamino)-2-oxoethyl)-2-oxo-1,2-dihydropyridin-3-ylamino)-6-(4-methyl-1,2,3-thiadiazole-5-carboxamido)-7-oxohept-2-enoate